2-(methyl-d3)2H-indazol-5-amine C(N1N=C2C=CC(=CC2=C1)N)([2H])([2H])[2H]